methyl (2-amino-5-fluorobenzyl)leucinate NC1=C(CN[C@@H](CC(C)C)C(=O)OC)C=C(C=C1)F